1,2-bis-dimethylsilylethylene C[SiH](C=C[SiH](C)C)C